COC1=NC(=NC(=N1)OC)N1CCC(CC1)(CCCC1=CC=CC=C1)CO (1-(4,6-Dimethoxy-1,3,5-triazin-2-yl)-4-(3-phenylpropyl)piperidin-4-yl)methanol